Ethyl-2-bromo-isobutyrat C(C)OC(C(C)(C)Br)=O